ethyl 2-bromo-1-(3-((tert-butyldiphenylsilyl)oxy)propyl)-1H-imidazole-4-carboxylate BrC=1N(C=C(N1)C(=O)OCC)CCCO[Si](C1=CC=CC=C1)(C1=CC=CC=C1)C(C)(C)C